NC1=NC=CC(=N1)C1=C(N=C(S1)C1=CC=C(C=C1)N1CCN(CC1)C(=O)C1CCN(CC1)C1=NC=C(C=C1)C1C(NC(CC1)=O)=O)C=1C(=C(C=CC1)C(CC)S(=O)(=O)N)F (3-(5-(2-aminopyrimidin-4-yl)-2-(4-(4-(1-(5-(2,6-dioxopiperidin-3-yl)pyridin-2-yl)piperidine-4-carbonyl)piperazin-1-yl)phenyl)thiazol-4-yl)-2-fluorophenyl)propane-1-sulfonamide